5-(Furan-2-yl)-2-hydroxy-N-phenylbenzamide O1C(=CC=C1)C=1C=CC(=C(C(=O)NC2=CC=CC=C2)C1)O